2,4-diphenyl-5-(trimethylsilyl)pyridine C1(=CC=CC=C1)C1=NC=C(C(=C1)C1=CC=CC=C1)[Si](C)(C)C